(S)-6-(4-(4-acryloyl-1-(methylsulfonyl)piperazin-2-yl)-6-chloropyridin-2-yl)-N-methyl-2-(trifluoromethyl)pyrimidine-4-carboxamide C(C=C)(=O)N1C[C@@H](N(CC1)S(=O)(=O)C)C1=CC(=NC(=C1)Cl)C1=CC(=NC(=N1)C(F)(F)F)C(=O)NC